10-hydroxy-9,10-dihydro-4H-benzo[4,5]cyclohepta[1,2-b]thiophene OC1CC2=C(CC3=C1SC=C3)C=CC=C2